1-(2-chloroethyl)-5-(difluoromethyl)-1H-pyrazol-4-amine ClCCN1N=CC(=C1C(F)F)N